OC1=C(C(N(C=C1C)C)=O)NC(N[C@@H](CC(=O)OCC)C=1N(C=CC1)C1=CC=CC=C1)=O Ethyl (S)-3-(3-(4-Hydroxy-1,5-dimethyl-2-oxo-1,2-dihydropyridin-3-yl)ureido)-3-(1-phenyl-1H-pyrrol-2-yl)propanoat